N-cyclopentyl-3,5-bis-(cyclopentanecarbonylamino)-benzamide C1(CCCC1)NC(C1=CC(=CC(=C1)NC(=O)C1CCCC1)NC(=O)C1CCCC1)=O